CN1C(C(=C(C2=CC(=CC=C12)C)N1CCC(CC1)C=1OC2=C(N1)C=CC(=C2)C)C#N)=O 1,6-Dimethyl-4-[4-(6-methyl-1,3-benzoxazol-2-yl)piperidin-1-yl]-2-oxo-1,2-dihydro-quinoline-3-carbonitrile